ClC1=C2OC=3C(=CC=C(C[C@@H]4N(C(COC(C=C1)=N2)=O)CC([C@@H]4NS(=O)(=O)C)(F)F)C3)F |o1:10,22| N-[rel-(15aS,16R)-7-chloro-11,17,17-trifluoro-1-oxo-1,2,15a,16,17,18-hexahydro-15H-4,8-(azeno)-14,10-(metheno)pyrrolo[1,2-d][1,12,4]dioxazacycloheptadecin-16-yl]methanesulfonamide